CN(C(=O)C1(CCC1)C1CCC1)C=1C=C2C(=NC1)N=C(N2)C2=NNC=1C[C@@]3([C@H](CC21)C3)C N-Methyl-N-(2-((4aS,5aR)-5a-methyl-1,4,4a,5,5a,6-hexahydrocyclopropa[f]indazol-3-yl)-1H-imidazo[4,5-b]pyridin-6-yl)-[1,1'-bi(cyclobutane)]-1-carboxamide